C(C)S(=NC(C)(CC(C)(C)C)C)NS(=O)(=O)C1=CC=C(C=C1)[N+](=O)[O-] N-(S-Ethyl-N-(2,4,4-trimethylpentan-2-yl)sulfinimidoyl)-4-nitrobenzenesulfonamide